(R)-1-((S)-9-fluoro-1,2,4a,5-tetrahydro-4H-[1,4]oxazino[4',3':4,5][1,4]oxazino[2,3-b]quinolin-11-yl)ethan-1-amine FC=1C=C(C=2C=C3C(=NC2C1)OC[C@H]1N3CCOC1)[C@@H](C)N